C(C)(C)(C)C1=C(N=C2SC3=C(N21)C=CC(=C3)C(=O)NCCCN3CCC(CC3)F)Br tert-butyl-2-bromo-N-(3-(4-fluoropiperidin-1-yl)propyl)benzo[d]imidazo[2,1-b]thiazole-7-carboxamide